tert-butyl ((3S*,4S*)-1-(3-chloro-5-(trifluoromethyl)pyridin-2-yl)-4-hydroxypyrrolidin-3-yl)carbamate ClC=1C(=NC=C(C1)C(F)(F)F)N1C[C@@H]([C@H](C1)O)NC(OC(C)(C)C)=O |o1:13,14|